Methyl O-(2-((6-amino-9H-purin-9-yl)methyl)-3,4-difluorophenyl)-L-homoserinate NC1=C2N=CN(C2=NC=N1)CC1=C(C=CC(=C1F)F)OCC[C@H](N)C(=O)OC